N-acetyl-aspartyl-glutamate C(C)(=O)N[C@@H](CC(=O)O)C(=O)N[C@@H](CCC(=O)[O-])C(=O)[O-]